C(C)(C)(C)OC(=O)N1CC(CC1)NCC(CC(=O)OCC)C1=C(C(=CC=C1OCOCC[Si](C)(C)C)Cl)Cl tert-butyl-3-[[2-(2,3-dichloro-6-[[2-(trimethylsilyl)ethoxy]methoxy]phenyl)-4-ethoxy-4-oxobutyl]amino]pyrrolidine-1-carboxylate